C(#N)C=1C2=C(SC1NC(=O)C1=CC=CC3=CC=CC=C13)CCCC2 N-(3-cyano-4,5,6,7-tetrahydrobenzo[b]thiophen-2-yl)-1-naphthamide